dioctyltin bisisooctyl-thioglycolate C(CCCCC(C)C)C(C(=O)[O-])(S)CCCCCC(C)C.C(CCCCCCC)[Sn+2]CCCCCCCC.C(CCCCC(C)C)C(C(=O)[O-])(S)CCCCCC(C)C